(6-methyl-3-(2H-1,2,3-triazol-2-yl)pyridin-2-yl)((1S,4R,6R)-6-((5-methylpyridin-2-yl)oxy)-2-azabicyclo[2.2.2]oct-2-yl)methanone CC1=CC=C(C(=N1)C(=O)N1[C@@H]2[C@@H](C[C@H](C1)CC2)OC2=NC=C(C=C2)C)N2N=CC=N2